C1(CCC1)N1C=CC=2C1=NC=C(C2)C(=O)OC methyl 1-cyclobutylpyrrolo[2,3-b]pyridine-5-carboxylate